C1(=CC=CC=C1)C1=NC(=CC(=C1)C1=CC=C(C=C1)I)C1=CC=CC=C1 2,6-diphenyl-4-(4-iodophenyl)pyridine